3,3-dimethyl-piperidine-1-carboxylate CC1(CN(CCC1)C(=O)[O-])C